N[C@@H](CCC(=O)O)C (R)-4-amino-valeric acid